(R)-5-(7-chloro-3-cyclohexyl-5-(cyclopropylmethyl)-2-methyl-1,1-dioxido-2,3,4,5-tetrahydrobenzo[f][1,2,5]thiadiazepin-8-yl)-2-fluorobenzoic acid ClC=1C(=CC2=C(N(C[C@H](N(S2(=O)=O)C)C2CCCCC2)CC2CC2)C1)C=1C=CC(=C(C(=O)O)C1)F